COC([C@@H](NC(=O)OC(C)(C)C)CCSC)=O N-(tert-butoxycarbonyl)-L-methionine methyl ester